NCCCCCCCN1CCN(CC1)C1=CC=C2C(=NN=C(C2=C1)N[C@H](C)C1=C(C(=CC=C1)C(F)(F)F)C)C (R)-7-(4-(7-aminoheptyl)piperazin-1-yl)-4-methyl-N-(1-(2-methyl-3-(trifluoromethyl)phenyl)ethyl)phthalazin-1-amine